BrC1=CC(=C2CN(NC2=C1)CC1CC1)F 6-bromo-2-(cyclopropylmethyl)-4-fluoro-1H-indazole